BrC=1N=C(C=C2C1OC(=C(C2=O)C)S)C 8-bromo-2-mercapto-3,6-dimethyl-4H-pyrano[2,3-c]pyridin-4-one